CONC(=O)C=1C=NN2C1N=CC=C2 N-methoxypyrazolo[1,5-a]pyrimidine-3-carboxamide